ClC1=C(C=C2C(=C(N(C2=C1F)C)C=1NC=NN1)N1C=NC=C1)OC 5-(6-chloro-7-fluoro-3-(1H-imidazol-1-yl)-5-methoxy-1-methyl-1H-indol-2-yl)-4H-1,2,4-triazol